4-(1-methyl-4,7-dioxo-3,7-Dihydropyrido[3,4-d]pyridazine-6(4H)-yl)piperazine-1-carboxylic acid tert-butyl ester C(C)(C)(C)OC(=O)N1CCN(CC1)N1C=C2C(NN=C(C2=CC1=O)C)=O